4-[1-[1-[(1S)-1-[(2S,4r)-4-hydroxy-2-(methylcarbamoyl)pyrrolidine-1-carbonyl]-2,2-dimethyl-propyl]triazol-4-yl]-1-methyl-ethyl]piperazine-1-carboxylic acid tert-butyl ester C(C)(C)(C)OC(=O)N1CCN(CC1)C(C)(C)C=1N=NN(C1)[C@@H](C(C)(C)C)C(=O)N1[C@@H](C[C@H](C1)O)C(NC)=O